BrC1=CC=2C=CC=C3C2C2=C(O3)C=CC=C12 8-bromophenanthro[4,5-bcd]furan